Tert-butyl-(3-iodo-phenylpropoxy)dimethylsilane C(C)(C)(C)[Si](C)(C)OCCCC1=CC(=CC=C1)I